FC(C[C@H](C)NC(OC1COC(C1)C=1C=NC(=NC1)NC1=CC=C(C=C1)S(=O)(=O)NC(=O)OC(C)(C)C)=O)(F)F 5-[2-({4-[(tert-butoxycarbonyl)aminosulfonyl]phenyl}amino)pyrimidin-5-yl]oxolan-3-yl N-[(2S)-4,4,4-trifluorobutan-2-yl]carbamate